O=C1N(C(C2=CC=CC=C12)=O)[C@@H]1CC=C(C1)C(=O)OCC Ethyl (R)-4-(1,3-dioxoisoindolin-2-yl)cyclopent-1-ene-1-carboxylate